3-perfluorohexyl-1,2-epoxypropane C1C(O1)CC(C(C(C(C(C(F)(F)F)(F)F)(F)F)(F)F)(F)F)(F)F